2-(benzylsulfanyl)-1-bromo-3-nitrobenzene C(C1=CC=CC=C1)SC1=C(C=CC=C1[N+](=O)[O-])Br